3-(3-((benzyloxy)methyl)-2-(4,4,5,5-tetramethyl-1,3,2-dioxaborolan-2-yl)bicyclo[1.1.1]pentan-1-yl)propanenitrile C(C1=CC=CC=C1)OCC12C(C(C1)(C2)CCC#N)B2OC(C(O2)(C)C)(C)C